1-(4-(4-phenyl-3,8-dihydro-2H-oxepino[2,3-e]indazol-5-yl)phenyl)piperidine-4-carbaldehyde C1(=CC=CC=C1)C1=C(C=2C(=C3C=NNC3=CC2)OCC1)C1=CC=C(C=C1)N1CCC(CC1)C=O